3-((tertiary butylamino)methylene)benzopyran-4-one C(C)(C)(C)NC=C1COC2=C(C1=O)C=CC=C2